CC1(CN(CCC1)C(=O)OC(C)(C)C)C(=O)OCC 1-(tert-butyl) 3-ethyl 3-methylpiperidine-1,3-dicarboxylate